(S)-7-((2-aminopyrimidin-4-yl)methyl)-4-(cyclopropyl-ethynyl)-6-methyl-4-(trifluoro-methyl)-3,4-dihydroquinazolin-2(1H)-one NC1=NC=CC(=N1)CC1=C(C=C2[C@](NC(NC2=C1)=O)(C(F)(F)F)C#CC1CC1)C